4-fluoro-1-[2-(1H-imidazol-1-yl)acetyl]-N-{phenyl[4-(propan-2-yl)phenyl]methyl}pyrrolidine-2-carboxamide FC1CC(N(C1)C(CN1C=NC=C1)=O)C(=O)NC(C1=CC=C(C=C1)C(C)C)C1=CC=CC=C1